NC=1C(=C(C=CC1)B(O)O)Cl (3-amino-2-chlorophenyl)boronic acid